C[C@H]1C(NCC1)=O (R)-3-methylpyrrolidin-2-one